CO[C@@H](CN(CC[C@@H](C(=O)O)NC(CC1(CCCCC1)C)=O)CCCCC1=NC=2NCCCC2C=C1)C (S)-4-(((R)-2-methoxypropyl)(4-(5,6,7,8-tetrahydro-1,8-naphthyridin-2-yl)butyl)amino)-2-(2-(1-methylcyclohexyl)acetamido)butanoic acid